(2R,7AS)-7A-(chloromethyl)-2-fluorohexahydro-1H-pyrrolizine ClC[C@]12CCCN2C[C@@H](C1)F